C(C)OC1=CC(=C(C=O)C=C1)O 4-ETHOXY-2-HYDROXY-BENZALDEHYDE